CC1=C(C(=CC=C1)C)NC1=NN(C2=NC(=NC=C21)NC2=CC=C1CCN(CC1=C2)CCC2(CCNCC2)O)C 4-(2-(7-((3-((2,6-dimethylphenyl)amino)-1-methyl-1H-pyrazolo[3,4-d]pyrimidin-6-yl)amino)-3,4-dihydroisoquinolin-2(1H)-yl)ethyl)piperidine-4-ol